3,3-dimethoxy-2-methylpropanoic acid COC(C(C(=O)O)C)OC